CC1(C2C3C4C=CC(C3C(C1)C2)C4)C(=O)OC 9-methyl-9-methoxycarbonyltetracyclo[6.2.1.13,6.02,7]Dodeca-4-ene